P(=O)(OC1=CC(=CC(=C1)C)C)(OC1=CC(=CC(=C1)C)C)OC1=CC(=CC(=C1)C)C tri(3,5-dimethylphenyl) phosphate